N-succinimidyl 6-maleimidohexanoate C1CC(=O)N(C1=O)OC(=O)CCCCCN2C(=O)C=CC2=O